1,3-dicarboxyadamantane C(=O)(O)C12CC3(CC(CC(C1)C3)C2)C(=O)O